5-(3-(1-(1-(3-bromo-2-fluorophenyl)ethyl)-1H-pyrazol-3-yl)-4-fluorophenoxy)-6-fluoro-4-(methylsulfanyl)-1-tosyl-1H-indole BrC=1C(=C(C=CC1)C(C)N1N=C(C=C1)C=1C=C(OC=2C(=C3C=CN(C3=CC2F)S(=O)(=O)C2=CC=C(C)C=C2)SC)C=CC1F)F